5,13,17-trimethyltritriacontane CC(CCCC)CCCCCCCC(CCCC(CCCCCCCCCCCCCCCC)C)C